(1s,3s)-3-(2-(trifluoromethyl)-1H-imidazol-1-yl)cyclobutan-1-ol FC(C=1N(C=CN1)C1CC(C1)O)(F)F